C(C)(=O)C1=NN(C2=CC=C(C=C12)C1=CN=C2N1CCCC2)CC(=O)N2[C@@H](CCC2)C(=O)NC2=NC(=CC=C2)C (S)-1-(2-(3-acetyl-5-(5,6,7,8-tetrahydroimidazo[1,2-a]pyridin-3-yl)-1H-indazol-1-yl)acetyl)-N-(6-methylpyridin-2-yl)pyrrolidine-2-carboxamide